2-((5-(3-(difluoromethyl)-1-methyl-1H-pyrazol-4-yl)-1,3,4-oxadiazol-2-yl)thio)-1-(4-(cyclopropylsulfonyl)piperazin-1-yl)ethan-1-one FC(C1=NN(C=C1C1=NN=C(O1)SCC(=O)N1CCN(CC1)S(=O)(=O)C1CC1)C)F